N(N)=C1SC2=C(N1)C=CC=C2 2-hydrazono-2,3-dihydro-benzothiazole